3-Ethyl-7-methoxy-6-(1H-tetrazol-5-yl)-imidazo[1,2-a]pyridin-2-yl-(1-methyl-1H-pyrazol-3-yl)-phenyl-methanol C(C)C1=C(N=C2N1C=C(C(=C2)OC)C2=NN=NN2)C(O)(C2=CC=CC=C2)C2=NN(C=C2)C